1,2-diphenyl-1,2-di(4-carboxyphenyl)ethylene C1(=CC=CC=C1)C(=C(C1=CC=C(C=C1)C(=O)O)C1=CC=CC=C1)C1=CC=C(C=C1)C(=O)O